OC=1C=CC=C2NC=C(CCN(C(C)C)CC)C12 4-hydroxy-N-ethyl-N-isopropyltryptamine